[Te].[Sb].[Cr].BrC=1C=C(C=CC1)NC(CCSC1=NC2=CC=CC=C2C=C1C#N)=O N-(3-bromophenyl)-3-((3-cyanoquinolin-2-yl)thio)propanamide chromium-antimony-tellurium